FC=1C=C2C(C(COC2=CC1C1=CSC=C1)(C)C)NC(O[C@@H]1CN2CCC1CC2)=O (S)-quinuclidin-3-yl (6-fluoro-3,3-dimethyl-7-(thiophen-3-yl)chroman-4-yl)carbamate